heptadecan-9-yl 8-((3-aminopropyl)(8-oxo-8-(undecan-3-yloxy)octyl) amino)octanoate NCCCN(CCCCCCCC(=O)OC(CCCCCCCC)CCCCCCCC)CCCCCCCC(OC(CC)CCCCCCCC)=O